C(C1=CC=CC=C1)C=1N(C=2C(=C3CC[C@@H](N(C3=CC2)C(=O)OC)C)N1)C1CCC2(CCNCC2)CC1 methyl (S)-2-benzyl-7-methyl-3-(3-azaspiro[5.5]undecan-9-yl)-3,7,8,9-tetrahydro-6H-imidazo[4,5-f]quinoline-6-carboxylate